OC1=C(C=CC(=C1)C=1C=NNC1)C1=CC=C(N=N1)N(C1CC(N(C(C1)(C)C)C(CC1CCNCC1)=O)(C)C)C 1-(4-((6-(2-hydroxy-4-(1H-pyrazol-4-yl)phenyl)pyridazin-3-yl)(methyl)amino)-2,2,6,6-tetramethylpiperidin-1-yl)-2-(piperidin-4-yl)ethan-1-one